2-(1H-benzo[d]imidazol-4-yl)-9-(2-methoxyphenyl)-8-oxo-8,9-dihydro-7H-purine N1C=NC2=C1C=CC=C2C2=NC=C1NC(N(C1=N2)C2=C(C=CC=C2)OC)=O